(5-{[2-(4-Chlorophenyl)imidazo[1,2-a]pyridin-3-yl]-methyl}-2,5-diazabicyclo[2.2.2]oct-2-yl)-(cyclohexyl)methanon ClC1=CC=C(C=C1)C=1N=C2N(C=CC=C2)C1CN1C2CN(C(C1)CC2)C(=O)C2CCCCC2